CC1=NC2=CC=C(C=C2C(=C1)C(=O)OCC(CCCCCCCC)CCCCCCCCCCCC)N1CC(C1)(CF)F 2-dodecyl-decanol Methyl-6-(3-fluoro-3-(fluoromethyl)azetidin-1-yl)quinoline-4-carboxylate